6-(benzyloxy)-1-(4-(2,2-diethoxyethoxy)phenoxy)-2-(4-(methylsulfonyl)phenyl)naphthalene C(C1=CC=CC=C1)OC=1C=C2C=CC(=C(C2=CC1)OC1=CC=C(C=C1)OCC(OCC)OCC)C1=CC=C(C=C1)S(=O)(=O)C